6-bromo-7-(methoxymethyloxy)quinoline BrC=1C=C2C=CC=NC2=CC1OCOC